CN1N=CC2=CC(=CC(=C12)OC1=CC=C(C=C1)OCCO[C@@H]1COCC1)C(=O)N 1-methyl-7-[4-[2-[(3S)-tetrahydrofuran-3-yl]oxyethoxy]phenoxy]indazole-5-carboxamide